(2S,4r)-1-[(2S)-2-(4-cyclopropyl-triazol-1-yl)-3,3-dimethyl-butyryl]-N-[(3-fluoro-4-methyl-2-pyridinyl)methyl]-4-hydroxy-pyrrolidine-2-carboxamide C1(CC1)C=1N=NN(C1)[C@H](C(=O)N1[C@@H](C[C@H](C1)O)C(=O)NCC1=NC=CC(=C1F)C)C(C)(C)C